FC(C=1C=C(CC2=NC=CC=C2)C=C(C1)C(F)(F)F)(F)F 2-(3,5-bis(trifluoromethyl)benzyl)pyridin